3-(Ethyl-d5)-8-fluoro-7-((5-fluoro-3',6'-dihydro-[2,4'-bipyridyl]-1'(2'H)-yl)methyl)quinoxalin-2(1H)-one C(C([2H])([2H])[2H])(C=1C(NC2=C(C(=CC=C2N1)CN1CCC(=CC1)C1=NC=C(C=C1)F)F)=O)([2H])[2H]